trans-7-isopropoxy-2-(1-methyl-2-oxabicyclo[2.1.1]hexan-4-yl)-N-(1-(2-methylcyclopropyl)-2-oxo-1,2-dihydropyridin-3-yl)imidazo[1,2-a]pyrimidine-6-carboxamide C(C)(C)OC1=NC=2N(C=C1C(=O)NC=1C(N(C=CC1)[C@H]1[C@@H](C1)C)=O)C=C(N2)C21COC(C2)(C1)C